O=C1CC2(C1)CCN(CC2)C(=O)OC(C)(C)C tert-Butyl 2-oxo-7-aza-7-spiro[3.5]nonanecarboxylate